5-(2-ethoxy-5-((3-((2-hydroxyethyl)amino)azetidin-1-yl)sulfonyl)phenyl)-1-methyl-3-propyl-1,6-dihydro-7H-pyrazolo[4,3-d]pyrimidin-7-one C(C)OC1=C(C=C(C=C1)S(=O)(=O)N1CC(C1)NCCO)C=1NC(C2=C(N1)C(=NN2C)CCC)=O